COC1=CC=C(C=N1)C=1C=NN(C1)C=1C=NN2C1N=C(C=C2)N 3-(4-(6-methoxypyridin-3-yl)-1H-pyrazol-1-yl)pyrazolo[1,5-a]pyrimidin-5-amine